FC1=C(C(=CC=C1)COCCOC1OCCCC1)B1OC(C(O1)(C)C)(C)C 2-(2-fluoro-6-{[2-(oxan-2-yloxy)ethoxy]methyl}phenyl)-4,4,5,5-tetramethyl-1,3,2-dioxaborolane